CC=1C=C(C=CC1CC1=CC=2N(C=C1)N=CN2)NC=2C1=C(N=CN2)C=CC(=N1)N1CCNC2(CC2)C1 7-{4-[(3-methyl-4-{[1,2,4]triazolo[1,5-a]pyridin-7-ylmethyl}phenyl)amino]pyrido[3,2-d]pyrimidin-6-yl}-4,7-diazaspiro[2.5]octan